ClC=1C(=CC(=C(C1)NC=1C2=C(N=CN1)C=CC(=N2)N2[C@@H]1CN([C@H](C2)C1)C(C=C)=O)F)OCC 1-((1S,4S)-5-(4-((5-Chloro-4-ethoxy-2-fluorophenyl)amino)pyrido[3,2-d]pyrimidin-6-yl)-2,5-diazabicyclo[2.2.1]heptan-2-yl)prop-2-en-1-one